(2-{5-Cyano-2-[(R)-6-methoxycarbonyl-7-methyl-3-oxo-8-(3-trifluoromethyl-phenyl)-2,3,5,8-tetrahydro-[1,2,4]triazolo[4,3-a]pyrimidin-5-yl]phenyl}-ethyl)-trimethyl-ammonium C(#N)C=1C=CC(=C(C1)CC[N+](C)(C)C)[C@@H]1C(=C(N(C=2N1C(NN2)=O)C2=CC(=CC=C2)C(F)(F)F)C)C(=O)OC